Ethyl 5-((tert-butyldimethylsilyl)oxy)-6-chloro-3-oxohexanoate [Si](C)(C)(C(C)(C)C)OC(CC(CC(=O)OCC)=O)CCl